FC1=C2C(OC3(C2=C(C(=C1F)F)F)C1=CC=C(C=C1C(C=1C=C(C=CC13)NC(OC(C)(C)C)=O)(C)C)NC(OC(C)(C)C)=O)=O di-tert-butyl (4',5',6',7'-tetrafluoro-10,10-dimethyl-3'-oxo-3'H,10H-spiro[anthracene-9,1'-isobenzofuran]-3,6-diyl)dicarbamate